methyl-propylene glycol tertiary butyl ether C(C)(C)(C)OC(C(C)O)C